ClC1=CC=C(C=N1)C(SC1=CC=C(C=C1)C)=O S-(p-tolyl) 6-chloropyridine-3-thiocarboxylate